Cl.FC(C(C)(C)C1=NNC(=N1)CN)(F)F (3-(1,1,1-trifluoro-2-methylpropan-2-yl)-1H-1,2,4-triazol-5-yl)methanamine hydrochloride